1,8-dichloro-3-(1-(5-chloro-2-ethoxy-4'-methoxy-6-methyl-[1,1'-biphenyl]-3-yl)ethyl)imidazo[1,5-a]pyrazine ClC=1N=C(N2C1C(=NC=C2)Cl)C(C)C=2C(=C(C(=C(C2)Cl)C)C2=CC=C(C=C2)OC)OCC